4-[[[2-[(4,6-dimethoxy-2-pyrimidinyl)oxy]phenyl]-methyl]amino]-benzoic acid propyl ester C(CC)OC(C1=CC=C(C=C1)NCC1=C(C=CC=C1)OC1=NC(=CC(=N1)OC)OC)=O